C(C)N(CC)CCC[Si](OCC)(OCC)OCC γ-(N,N-diethyl)aminopropyltriethoxysilane